BrC1=CC2=C(N(C=N2)C2CC(C2)(O)C)C(=C1)F (cis)-3-(5-bromo-7-fluoro-1H-1,3-benzimidazol-1-yl)-1-methylcyclobutanol